C(=O)[O-].[CH4+]CCCCCC=CCCC 7-undecenium formate